3-(2-((((9H-fluoren-9-yl)methoxy)carbonyl)amino)-3-methoxy-3-oxopropyl)-6-((4-methoxybenzyl)oxy-1H-indol-1-yl)benzoic acid tert-butyl ester C(C)(C)(C)OC(C1=CC(=CC=C1N1C(=CC2=CC=CC=C12)OCC1=CC=C(C=C1)OC)CC(C(=O)OC)NC(=O)OCC1C2=CC=CC=C2C=2C=CC=CC12)=O